FC1=CC=C(C(=C1[C@H]1N([C@@H](CC2=C1NC1=CC=CC=C21)C)CC(C(=O)O)(C)C)C)OCCNCCCF 3-((1R,3R)-1-(6-fluoro-3-(2-((3-fluoropropyl)amino)ethoxy)-2-methylphenyl)-3-methyl-1,3,4,9-tetrahydro-2H-pyrido[3,4-b]indol-2-yl)-2,2-dimethylpropanoic acid